[Cl-].N1=[NH+]C=CC2=CC=CC=C12 Cinnolin-2-ium chloride